ClC=1C=C(C(=C2C(N(CC12)[C@@H]1C(NC(CC1)=O)=O)=O)F)CNC(OC1CC(C1)N1C(=NC2=C1C=CC=C2)C(F)(F)F)=O (1s,3s)-3-(2-(trifluoromethyl)-1H-benzo[d]imidazol-1-yl)cyclobutyl ((7-chloro-2-(2,6-dioxopiperidin-3-yl)-4-fluoro-3-oxoisoindolin-5-yl)methyl)carbamate